NC=1SC2=C(N1)C=C(C=C2)[C@@H]2N(C[C@H](CC2)C)C(C(=O)NC=2C=C(C=NC2)C(=O)N)=O |r| Racemic-5-[[2-[(2R,5S)-2-(2-amino-1,3-benzothiazol-5-yl)-5-methyl-1-piperidyl]-2-oxo-acetyl]amino]pyridine-3-carboxamide